C(C1=CC=CC=C1)NC(\C=C\C=1CC(C(=CC1)OC)(OC1=CC=CC=C1)OC)=O (E)-N-benzyl-(3,4-dimethoxy)-3-phenoxycinnamamide